N1N=CC2=CC=C(C=C12)C1=CC=C(C(=N1)C(=O)NC=1C=C(C=CC1)C)C 6-(1H-indAzol-6-yl)-3-methyl-N-(m-tolyl)pyridinamide